(1R,3S,5R)-2-(2-(3-acetyl-5-(2-methylpyrimidin-5-yl)-1H-indazol-1-yl)acetyl)-N-isopentyl-5-methyl-2-azabicyclo[3.1.0]hexane-3-carboxamide C(C)(=O)C1=NN(C2=CC=C(C=C12)C=1C=NC(=NC1)C)CC(=O)N1[C@@H]2C[C@@]2(C[C@H]1C(=O)NCCC(C)C)C